[S-]CCC.[Li+] lithium thiopropoxide